4-((6-(1H-pyrazol-4-yl)-benzo[d]thiazol-2-yl)-amino)-N-(pyrrolidin-3-yl)picolinamide N1N=CC(=C1)C1=CC2=C(N=C(S2)NC2=CC(=NC=C2)C(=O)NC2CNCC2)C=C1